CC1(CC2=C(N=C(S2)NC2=NC3=C(N2C)C=CC(=C3)C(=O)OCC)CC1)C ethyl 2-((6,6-dimethyl-4,5,6,7-tetrahydrobenzo[d]thiazol-2-yl) amino)-1-methyl-1H-benzo[d]imidazole-5-carboxylate